2,4,9,11-tetradecatetraenamide C(C=CC=CCCCC=CC=CCC)(=O)N